5-amino-4-(3-hydroxy-2,6-dimethylphenyl)-2-methyl-4,7-dihydro-6H-1,3,4,7,11-pentaazadibenzo[cd,f]azulen-6-one NC=1N(C=2C3=C(C4=C(NC(C13)=O)C=CC=N4)N=C(N2)C)C2=C(C(=CC=C2C)O)C